1-allyl-2-methylimidazole chloride [Cl-].C(C=C)N1C(=NC=C1)C